diketopyrrolopyrrolidone O=C1C(NC=2CC(NC21)=O)=O